4-(2-(((3R,4R)-1-(cyclopropylsulfonyl)-3-hydroxypiperidin-4-yl)amino)-5-fluoropyrrolo[2,1-f][1,2,4]triazin-7-yl)benzonitrile C1(CC1)S(=O)(=O)N1C[C@H]([C@@H](CC1)NC1=NN2C(C=N1)=C(C=C2C2=CC=C(C#N)C=C2)F)O